3-(5-benzyl-pyrimidin-2-yl)-1-(6-(1-methyl-1H-pyrazol-4-yl)-pyrazolo[1,5-a]pyridin-3-yl)propan-1-ol C(C1=CC=CC=C1)C=1C=NC(=NC1)CCC(O)C=1C=NN2C1C=CC(=C2)C=2C=NN(C2)C